(E)-1-(6-((diphenylphosphino)methyl)pyridin-2-yl)-N-(3-(diphenylphosphino)propyl)methanimine C1(=CC=CC=C1)P(C1=CC=CC=C1)CC1=CC=CC(=N1)\C=N\CCCP(C1=CC=CC=C1)C1=CC=CC=C1